COCC1=CC(=C(C=C1)NC1=C2C(=NC(=C1)NC(=O)C1CC1)NN(C2=O)C)N(S(=O)(=O)C)C N-(4-((4-(methoxymethyl)-2-(N-methylmethanesulfonamido)phenyl)amino)-2-methyl-3-oxo-2,3-dihydro-1H-pyrazolo[3,4-b]pyridin-6-yl)cyclopropanecarboxamide